2-((3'-(4-Chloro-2-fluorobenzyloxy)-3-fluorobiphenyl-4-yl)methyl)-1-(oxazol-5-ylmethyl)-1H-benzo[d]imidazol ClC1=CC(=C(COC=2C=C(C=CC2)C2=CC(=C(C=C2)CC2=NC3=C(N2CC2=CN=CO2)C=CC=C3)F)C=C1)F